ethyl (2Z)-2-(4-bromoisoquinolin-1(2H)-ylidene)-2-cyanoacetate BrC1=CN\C(\C2=CC=CC=C12)=C(/C(=O)OCC)\C#N